4-(methylsulfonyl)-2-nitrophenol CS(=O)(=O)C1=CC(=C(C=C1)O)[N+](=O)[O-]